tert-butyl 5,6,7,8-tetrahydro-9H-pyrido[2,3-b]azepine-9-carboxylate N1=CC=CC2=C1N(CCCC2)C(=O)OC(C)(C)C